FC(C(=O)O)(F)F.OC1(CC1)CC1=CC(=C2C=3[C@@]45[C@H]([C@H](CC[C@]4([C@@H](CC13)NCC5)O)N(C(=O)[C@@H]5[C@H](C5)C5=COC=C5)C)O2)O 1-hydroxylcyclopropylmethyl-4,5α-epoxy-3,14β-dihydroxy-6α-((1S,2S)-N-methyl-2-(3-furyl)-cyclopropanecarboxamido)morphinan trifluoroacetate